OCC1(CC1)OCC=1C=CC(=C(C(=O)OC(C)(C)C)C1)OC tert-Butyl 5-((1-(hydroxymethyl)cyclopropoxy)methyl)-2-methoxybenzoate